(R)-6-(2-chloropyridin-3-yl)-N-(1-(3-(difluoromethyl)-2-fluorophenyl)ethyl)-2-methylpyrido[2,3-d]pyrimidin-4-amine ClC1=NC=CC=C1C1=CC2=C(N=C(N=C2N[C@H](C)C2=C(C(=CC=C2)C(F)F)F)C)N=C1